FC=1C=C2C=NC(=NC2=C(C1C1=CC(=CC2=CC=C(C(=C12)C#C[Si](C(C)C)(C(C)C)C(C)C)F)O[Si](C(C)C)(C(C)C)C(C)C)F)OCC1(CN(CCC1)C)F 6,8-difluoro-2-((3-fluoro-1-methylpiperidin-3-yl)methoxy)-7-(7-fluoro-8-((triisopropylsilyl)ethynyl)-3-((triisopropylsilyl)oxy)naphthalen-1-yl)quinazoline